N1(CCC1)C=1C2=C(N=C(N1)C)CN([C@@H]2C)C(=O)[C@H]2CN(CC2)C2=NC=C(C=C2F)Cl ((R)-4-(Azetidin-1-yl)-2,5-dimethyl-5,7-dihydro-6H-pyrrolo[3,4-d]pyrimidin-6-yl)((R)-1-(5-chloro-3-fluoropyridin-2-yl)pyrrolidin-3-yl)methanone